6-((3S,4S)-4-amino-3-methyl-2-oxa-8-azaspiro[4.5]decan-8-yl)-3-(2,3-dichloropyridin-4-yl)-1H-pyrazolo[3,4-b]pyridine-4-carboxamide N[C@@H]1[C@@H](OCC12CCN(CC2)C=2C=C(C1=C(N2)NN=C1C1=C(C(=NC=C1)Cl)Cl)C(=O)N)C